N-[({2-[4-(2-Ethyl-4,6-dimethyl-1H-imidazo[4,5-c]pyridin-1-yl)phenyl]ethyl}amino)carbonyl]-4-methylbenzenesulfonamide C(C)C=1N(C2=C(C(=NC(=C2)C)C)N1)C1=CC=C(C=C1)CCNC(=O)NS(=O)(=O)C1=CC=C(C=C1)C